C(C=C)NCC(CC)NCC=C 1,2-Bis(allylamino)butane